3-((S)-3-((S)-8-(3-(1-ethyl-1H-pyrazol-4-yl)phenylsulfonyl)-1-oxa-8-azaspiro[4.5]decan-3-ylamino)-2-hydroxypropoxy)-N-methylbenzenesulfonamide C(C)N1N=CC(=C1)C=1C=C(C=CC1)S(=O)(=O)N1CCC2(C[C@@H](CO2)NC[C@@H](COC=2C=C(C=CC2)S(=O)(=O)NC)O)CC1